FC(CN1CC=2NC3=CC=CC=C3C2CC1C)(C)F 2-(2,2-difluoropropyl)-3-methyl-2,3,4,9-tetrahydro-1H-pyrido[3,4-b]indole